2-((2S,4S)-1-acryloyl-4-(8-chloro-4-(3-(dimethylamino)azetidin-1-yl)-7-(2,3-dimethylphenyl)-6-fluoro-1H-imidazo[4,5-c]quinolin-1-yl)piperidin-2-yl)acetonitrile C(C=C)(=O)N1[C@@H](C[C@H](CC1)N1C=NC=2C(=NC=3C(=C(C(=CC3C21)Cl)C2=C(C(=CC=C2)C)C)F)N2CC(C2)N(C)C)CC#N